Pyran-3-yl (R)-2-acetoxypropionate C(C)(=O)O[C@@H](C(=O)OC=1COC=CC1)C